3,5-DICHLORO-1-(2,4-DICHLOROPHENYL)-1H-PYRAZOLE-4-CARBOXALDEHYDE ClC1=NN(C(=C1C=O)Cl)C1=C(C=C(C=C1)Cl)Cl